rac-4-(4-methylphenyl)-N-{2-[2-methyl-4-(propan-2-yl)piperazin-1-yl]phenyl}piperidine-1-carboxamide CC1=CC=C(C=C1)C1CCN(CC1)C(=O)NC1=C(C=CC=C1)N1[C@@H](CN(CC1)C(C)C)C |r|